butyl-N-(2-[3,5-dichloro-4-[(5-cyclobutyl-6-oxo-1H-pyridazin-3-yl)oxy]phenyl]-3,5-dioxo-4H-1,2,4-triazin-6-yl)-carbamate C(CCC)OC(NC=1C(NC(N(N1)C1=CC(=C(C(=C1)Cl)OC1=NNC(C(=C1)C1CCC1)=O)Cl)=O)=O)=O